COC1=CC=2N=CN=C(C2N=C1NC(=O)[C@@]1(N(CCC1)C)C(F)(F)F)C=1C(=NN(C1)C)C1=CC=CC=C1 (R)-N-(7-methoxy-4-(1-methyl-3-phenyl-1H-pyrazol-4-yl)pyrido[3,2-d]pyrimidin-6-yl)-1-methyl-2-(trifluoromethyl)pyrrolidine-2-carboxamide